FC1=C(C=CC=C1)C=1C(=CC2=CC(=C(C=C2C1)C1=C(C=C(C=C1)Cl)F)O)O 3-(2-fluorophenyl)-6-(2-fluoro-4-chlorophenyl)-2,7-dihydroxynaphthalene